Zirconium (IV) tert-butanol C(C)(C)(C)O.[Zr+4]